OCC1=C(OC2=C1C=C(C=C2)OC)C(=O)NC2=CC=CC=C2 3-(hydroxymethyl)-5-methoxy-N-phenylbenzofuran-2-carboxamide